(R)-N-(3-(1-((2-amino-5-(1-methyl-1H-pyrazol-4-yl)pyridin-3-yl)oxy)ethyl)phenyl)-4-methyl-3-(methylsulfonyl)benzamide NC1=NC=C(C=C1O[C@H](C)C=1C=C(C=CC1)NC(C1=CC(=C(C=C1)C)S(=O)(=O)C)=O)C=1C=NN(C1)C